3-(5-Cyano-2-((1-methyl-1H-pyrazol-4-yl)amino)pyrimidin-4-yl)-N-(2,2,2-trifluoroethyl)-8-azabicyclo[3.2.1]oct-2-ene-8-carboxamide C(#N)C=1C(=NC(=NC1)NC=1C=NN(C1)C)C1=CC2CCC(C1)N2C(=O)NCC(F)(F)F